ClC1=CC=C(C=C1)N1C(C(CCC1)NC(=O)NC1=CC=C(C=C1)C(F)(F)F)=O (1-(4-chlorophenyl)-2-oxopiperidin-3-yl)-3-(4-(trifluoromethyl)phenyl)urea